NC1=C(C=CC=C1)C1(CC1)C1=NC(=NC=C1C(F)(F)F)NC1CNCCC1 4-[1-(2-aminophenyl)cyclopropyl]-N-(piperidin-3-yl)-5-(trifluoromethyl)pyrimidin-2-amine